C1=CC(=CC=C1/C=C\\2/C(=C(C(=O)O2)C3=CC=C(C=C3)O)O)O The molecule is a 4-hydroxy-5-(4-hydroxybenzylidene)-3-(4-hydroxyphenyl)furan-2(5H)-one in which the double bond adopts a Z-configuration. It is a marine metabolite isolated from the fungus Aspergillus terreus and exhibits antiviral activity. It has a role as an Aspergillus metabolite, a marine metabolite, an antiviral agent and an EC 3.2.1.20 (alpha-glucosidase) inhibitor. It is a 4-hydroxy-5-(4-hydroxybenzylidene)-3-(4-hydroxyphenyl)furan-2(5H)-one and an aspulvinone. It is a conjugate acid of an aspulvinone E(1-).